C(C)N1N=C(C(=C1)C1=C(C=CC=C1)[C@H]1C2=C(CN(C1)C(\C=C\CN1CC(CC1)C1=CC=CC=C1)=O)SC(=C2)C#N)C(F)(F)F (4S)-4-(2-(1-ethyl-3-(trifluoromethyl)-1H-pyrazol-4-yl)phenyl)-6-((E)-4-(3-phenylpyrrolidin-1-yl)but-2-enoyl)-4,5,6,7-tetrahydrothieno[2,3-c]pyridine-2-carbonitrile